2-(5-amino-2-(furan-2-yl)-7H-pyrazolo[4,3-e][1,2,4]triazolo[1,5-c]pyrimidin-7-yl)-N-(2-(4-methylpiperazin-1-yl)ethyl)-2-phenylpropanamide NC1=NC2=C(C=3N1N=C(N3)C=3OC=CC3)C=NN2C(C(=O)NCCN2CCN(CC2)C)(C)C2=CC=CC=C2